FC1=CC=C(C[C@H](N)C(=O)O)C=C1 (S)-4-fluorophenylalanine